Sodium N-(2-methoxy-5-methylphenyl)sulfamate COC1=C(C=C(C=C1)C)NS([O-])(=O)=O.[Na+]